ClC=1C=NN(C1C1=NC=C(C(=N1)N(CC1=CC=C(C=C1)C=1N(C=C(N1)C(F)(F)F)C)C)OC)C1CC1 2-(4-Chloro-1-cyclopropyl-1H-pyrazol-5-yl)-5-methoxy-N-methyl-N-(4-(1-methyl-4-(trifluoromethyl)-1H-imidazol-2-yl)benzyl)pyrimidin-4-amine